O[C@@H]1C[C@H](N(C1)C(=O)OC(C)(C)C)C(=O)N1CCNCC1 Tert-butyl (2S,4R)-4-hydroxy-2-(piperazine-1-carbonyl)pyrrolidine-1-carboxylate